1-[3-(difluoromethyl)phenyl]-5-oxo-N-[indan-1-yl]pyrrolidine-3-carboxamid FC(C=1C=C(C=CC1)N1CC(CC1=O)C(=O)NC1CCC2=CC=CC=C12)F